C(C(=C)C)(=O)OCCCCCCCCCCCCCCCCCC normal octadecyl methacrylate